(R)-N-(cyclopropylmethylidene)-4-methylbenzenesulfinamide C1(CC1)C=N[S@](=O)C1=CC=C(C=C1)C